methyl 2-[4-[[3-[[4-[[2-(6-methyl-2-pyridyl)pyrimidin-4-yl]amino]pyrimidin-2-yl]amino]phenyl]methyl] piperazin-2-yl]acetate CC1=CC=CC(=N1)C1=NC=CC(=N1)NC1=NC(=NC=C1)NC=1C=C(C=CC1)CN1CC(NCC1)CC(=O)OC